FC1=CC=C(CC2=CC3=C(OC[C@@H](N3C(=O)OCC3=CC=CC=C3)C)N=C2CO)C=C1 benzyl (S)-7-(4-fluorobenzyl)-6-(hydroxymethyl)-2-methyl-2,3-dihydro-1H-pyrido[2,3-b][1,4]oxazine-1-carboxylate